FC(C1=CC=C(C=C1)N1N=CC(=C1)C=1C=C2C(=CNC2=CC1)NC(=O)C1=CN=CS1)(F)F N-(5-{1-[4-(trifluoromethyl)phenyl]-1H-pyrazol-4-yl}-1H-indol-3-yl)-1,3-thiazole-5-carboxamide